ClC1=CC=C(C=C1)C=1N=C2N(C=CC=C2)C1CN1CC2CCC(C1)N2C(=O)N(C)C(C)C 3-{[2-(4-Chlorophenyl)imidazo[1,2-a]pyridin-3-yl]methyl}-N-isopropyl-N-methyl-3,8-diazabicyclo[3.2.1]octane-8-carboxamide